C(C1=CC=CC=C1)OC1=CC=C(C=C1)C=1N=NN(C1C=O)C 4-(4-(benzyloxy)phenyl)-1-methyl-1H-1,2,3-triazole-5-carbaldehyde